C(#N)C1=CC(=C(COC2=CC=CC(=N2)C2CCN(C3CC23)CC2=NC3=C(N2CC2=CN=CS2)C=C(C=C3)C(=O)OC)C=C1)F Methyl 2-((5-(6-((4-cyano-2-fluorobenzyl)oxy)pyridin-2-yl)-2-azabicyclo[4.1.0]heptan-2-yl)methyl)-1-(thiazol-5-ylmethyl)-1H-benzo[d]imidazole-6-carboxylate